trans-3-[(4-fluorophenoxy)methyl]-4-methyl-2-[6-methyl-3-(1H-pyrazol-1-yl)pyridine-2-carbonyl]-2-azabicyclo[3.1.1]heptane FC1=CC=C(OCC2N(C3CC(C2C)C3)C(=O)C3=NC(=CC=C3N3N=CC=C3)C)C=C1